C(C)(C)C=1C=C(C=C(C1N)C(C)C)C1(C2=CC=CC=C2C=2C=CC=CC12)C1=CC(=C(C(=C1)C(C)C)N)C(C)C 9,9-bis(3,5-diisopropyl-4-aminophenyl)fluorene